NC1=C(C=C2C(C(=C(N(C2=C1)C1CC1)N1CCCC1)C(=O)O)=O)F 7-aminopyrrolidinyl-1-cyclopropyl-6-fluoro-4-oxo-1,4-dihydroquinoline-3-carboxylic acid